benz[e]indolium C1=C[NH2+]C=2C=CC3=C(C12)C=CC=C3